Tri(2,3,3-trimethyl-1-pentyl)citrat CC(CC(C(C(C(=O)[O-])(CC(C(CC)(C)C)C)CC(C(CC)(C)C)C)(O)C(=O)[O-])C(=O)[O-])C(CC)(C)C